N(=NC(C#N)(C)C)C(C#N)(C)C azobis(2-methylpropionnitrile)